4-{1-[(S)-4-(2,3-dihydro-[1,4]dioxino[2,3-b]pyridin-3-yl)-benzyl]-piperidin-4-yl}-cyclohexanecarboxylic acid O1C[C@@H](OC2=NC=CC=C21)C2=CC=C(CN1CCC(CC1)C1CCC(CC1)C(=O)O)C=C2